[Br-].[13C]1(=[13CH][13CH]=CC=C1)[P+](CCC)([13C]1=[13CH][13CH]=CC=C1)[13C]1=[13CH][13CH]=CC=C1 Triphenyl-13C3-propyl-Phosphonium Bromide